(1R,4S,6R,8S)-6-(5-fluoro-2,4-dioxo-3,4-dihydropyrimidin-1(2H)-yl)-8-hydroxy-5-oxaspiro[3.4]octan-1-yl dihydrogen phosphate P(=O)(O[C@@H]1CC[C@@]12O[C@H](C[C@@H]2O)N2C(NC(C(=C2)F)=O)=O)(O)O